BrC=1SC2=C3C(CCCOC13)=C(NC2=O)N(C(C)=O)C N-(1-bromo-3-oxo-4,6,7,8-tetrahydro-3H-9-oxa-2-thia-4-azabenzo[cd]azulen-5-yl)-N-methyl-acetamide